C1(=C(C=CC=C1)C1=C(C(=C(C=O)C=C1)C1=C(C=CC=C1)C)N)C ditolyl-m-aminobenzaldehyde